CC1(CC2(CC1)OCC(NC2)=O)C 2,2-dimethyl-6-oxa-9-azaspiro[4.5]decan-8-one